C(#N)C1=CC=C2C=C(NC2=C1)C(=O)N[C@H](C(=O)N[C@H](C(=O)OC)C[C@H]1C(NCCC1)=O)CC1CC1 methyl (2S)-2-[[(2S)-2-[(6-cyano-1H-indole-2-carbonyl)amino]-3-cyclopropyl-propanoyl]amino]-3-[(3S)-2-oxo-3-piperidyl]propanoate